NC1COCC12CCN(CC2)C=2C(N(C(=CN2)SC2=C(C(=CC=C2)Cl)Cl)C)=O 3-(4-amino-2-oxa-8-azaspiro[4.5]decan-8-yl)-6-((2,3-dichlorophenyl)thio)-1-methylpyrazin-2(1H)-one